tert-Butyl N-(1,1-dimethyl-2-oxo-ethyl)carbamate CC(C=O)(C)NC(OC(C)(C)C)=O